CN1C(NC(C=C1)=O)=O 1-methylpyrimidine-2,4(1H,3H)-dione